(E)-6-(4-(dimethylamino)styryl)-N-(5-((5-((3-imino-3-(phenethylamino)propyl)carbamoyl)-1-methyl-1H-pyrrol-3-yl)carbamoyl)-1-methyl-1H-pyrrol-3-yl)nicotinamide CN(C1=CC=C(C=CC2=NC=C(C(=O)NC3=CN(C(=C3)C(NC3=CN(C(=C3)C(NCC\C(\NCCC3=CC=CC=C3)=N/[H])=O)C)=O)C)C=C2)C=C1)C